5-bromo-2-chloro-4-fluoro-benzoate BrC=1C(=CC(=C(C(=O)[O-])C1)Cl)F